N-[4-[2-[[4-(dimethyl-amino)cyclohexyl]-amino]-8-isopropyl-7-oxo-pteridin-6-yl]-2,6-difluoro-phenyl]-1-phenyl-methanesulfonamide CN(C1CCC(CC1)NC1=NC=2N(C(C(=NC2C=N1)C1=CC(=C(C(=C1)F)NS(=O)(=O)CC1=CC=CC=C1)F)=O)C(C)C)C